ClC1=C(C=CC(=C1)C(F)(F)F)N1C[C@@H](CCC1)NC(OC(C)(C)C)=O (R)-tert-butyl (1-(2-chloro-4-(trifluoromethyl)phenyl)piperidin-3-yl)carbamate